(R)-4-(3-bromoimidazo[1,2-b]pyridazin-6-yl)-2-methylmorpholine BrC1=CN=C2N1N=C(C=C2)N2C[C@H](OCC2)C